CN(C1=CC(=CC=C1)C=1CCNCC1)C1C(NC(CC1)=O)=O 3-[N-methyl-3-(1,2,3,6-tetrahydropyridin-4-yl)anilino]piperidine-2,6-dione